FC1=C(C#N)C=CC(=C1)C1=C2C(=CN=C1C1=CC3=CN(N=C3C=C1)C)N(C=C2)C[C@H]2CNCC2 (R)-2-fluoro-4-(5-(2-methyl-2H-indazol-5-yl)-1-(pyrrolidin-3-ylmethyl)-1H-pyrrolo[2,3-c]pyridin-4-yl)benzonitrile